Cl.NCCOCCOCCOCCNC([C@H](C(C)(C)C)NC(=O)C1=NN(C2=CC=CC=C12)CCCC=C)=O (S)-N-(1-amino-15,15-dimethyl-13-oxo-3,6,9-trioxa-12-azahexadecan-14-yl)-1-(pent-4-en-1-yl)-1H-indazole-3-carboxamide hydrogen chloride